N-acetamido-N-acetylgalactosamine C(C)(=O)NN([C@H]1C(O)O[C@@H]([C@@H]([C@@H]1O)O)CO)C(C)=O